3-vinyl-butadiene C(=C)C(C=C)=C